N-(5-(5-chlorothien-2-yl)-1,3,4-oxadiazol-2-yl)benzamide ClC1=CC=C(S1)C1=NN=C(O1)NC(C1=CC=CC=C1)=O